FC=1C=C(C=C(C1N1CCC(CC1)C1=CC=C(C=C1)B1OC(C(O1)(C)C)(C)C)F)C1C(NC(CC1)=O)=O 3-(3,5-Difluoro-4-(4-(4-(4,4,5,5-tetramethyl-1,3,2-dioxaborolan-2-yl)phenyl)piperidin-1-yl)phenyl)piperidine-2,6-dione